C(C)(C)(C)N1CCN(CC1)C1=CC(=C(C=C1)NC1=NC=C(C(=N1)NC1=C(SC=C1)C(=O)N)Cl)OC(F)F 3-((2-((4-(4-(tert-butyl)piperazin-1-yl)-2-(difluoromethoxy)phenyl)amino)-5-chloropyrimidin-4-yl)amino)thiophene-2-carboxamide